C(C1=CC=CC=C1)NC1=C(C(=CC=C1)N1CCN(CC1)C)[N+](=O)[O-] N-Benzyl-3-(4-Methylpiperazin-1-Yl)-2-Nitroaniline